3-[(3-{8-bromo-3-[(trifluoromethyl)sulfanyl]indolizin-2-yl}prop-2-yn-1-yl)amino]-4-methoxy-N-methylbenzamide BrC1=CC=CN2C(=C(C=C12)C#CCNC=1C=C(C(=O)NC)C=CC1OC)SC(F)(F)F